C(#N)C=1C(=C(C=CC1)NC1=NC(=NC=C1C(=O)N)NC1=C(C=C2CCN(CC2=C1)C)OC)F 4-[(3-cyano-2-fluorophenyl)amino]-2-[(6-methoxy-2-methyl-1,2,3,4-tetrahydroisoquinolin-7-yl)amino]pyrimidine-5-carboxamide